OC1=C(C=C(C=C1)NC(OC(C)(C)C)=O)C tertbutyl (4-hydroxy-3-methylphenyl)carbamate